(3-Amino-2,6-difluorophenyl)(2-fluoroethyl)carbamic acid tert-butyl ester C(C)(C)(C)OC(N(CCF)C1=C(C(=CC=C1F)N)F)=O